O=C1NC(CCC1C1=NN(C2=C(C=CC=C12)OCC(=O)NC=1N=NC=CC1)C)=O 2-((3-(2,6-Dioxopiperidin-3-yl)-1-methyl-1H-indazol-7-yl)oxy)-N-(pyridazin-3-yl)acetamide